2β-methyl-3β-p-tolyl-demethyl-tropane C[C@@H]1[C@H]2CC[C@@H](C[C@@H]1C1=CC=C(C=C1)C)N2